8-Bromo-3,7-dimethylimidazo[1,2-a]pyridine BrC=1C=2N(C=CC1C)C(=CN2)C